OC(C(=O)OC(CC)CCCCC)(C)C Oct-3-yl α-hydroxyisobutyrate